C(OCCCC1(CC1)CC)(=O)Cl 3-(1-ethylcyclopropyl)propyl carbonochloridate